6-(6-(difluoromethoxy)pyridin-3-yl)-2-((5-fluoropyridin-3-yl)methyl)pyridazin-3(2H)-one FC(OC1=CC=C(C=N1)C=1C=CC(N(N1)CC=1C=NC=C(C1)F)=O)F